chloro-4-phenylpyrrolo[1,2-a]quinoxaline ClC1=CC=C2N1C1=CC=CC=C1N=C2C2=CC=CC=C2